CC1=CSC=C1OCCCN(CC)CC 3-methyl-4-(3-(N,N-diethylamino)propoxy)thiophene